C[C@@H]1O[C@@H](CN(C1)C1=CC=CC(=N1)CN1N=NC(=C1)C1=C2C(=NC(=C1)C=1C(=C(C#N)C=CC1)C)NC=N2)C 3-(7-(1-((6-(cis-2,6-dimethylmorpholino)pyridin-2-yl)methyl)-1H-1,2,3-triazol-4-yl)-3H-imidazo[4,5-b]pyridin-5-yl)-2-methylbenzonitrile